(S)-5-((1-(6-chloro-7-(cyclopropylmethoxy)-2-oxo-1,2-dihydroquinolin-3-yl)ethyl)amino)-1-methyl-6-oxo-1,6-dihydropyridine-2-carbonitrile ClC=1C=C2C=C(C(NC2=CC1OCC1CC1)=O)[C@H](C)NC1=CC=C(N(C1=O)C)C#N